(R)-2-((1-(2-(4-(4-fluorophenyl)piperazin-1-yl)-3,7-dimethyl-4-oxo-4H-pyrido[1,2-a]pyrimidin-9-yl)ethyl)amino)benzoic acid FC1=CC=C(C=C1)N1CCN(CC1)C=1N=C2N(C(C1C)=O)C=C(C=C2[C@@H](C)NC2=C(C(=O)O)C=CC=C2)C